cyclopropyl (R)-2-(((benzyloxy)carbonyl)amino)-3-((tert-butoxycarbonyl)amino)propanoate C(C1=CC=CC=C1)OC(=O)N[C@@H](C(=O)OC1CC1)CNC(=O)OC(C)(C)C